O1C(=CC=C1)C=C1N=C(OC1=O)C1=CC=C(C=C1)C(C)C 4-(Furan-2-ylmethylene)-2-(4-isopropylphenyl)oxazol-5(4H)-one